ClC=1C=C(C=C(C1)NS(=O)(=O)C)NC(=O)C=1SC=C(C1)N1CC(N(CC1)C)=O N-(3-chloro-5-(methylsulfonylamino)phenyl)-4-(4-methyl-3-oxopiperazin-1-yl)thiophene-2-carboxamide